CP(=O)(C)C=1C=CC2=C(N=C(S2)NC(CC2=CC(=C(OC3=NC=CC=C3C(=O)N)C=C2)F)=O)C1 2-(4-(2-((5-(dimethylphosphoryl)benzo[d]thiazol-2-yl)amino)-2-oxoethyl)-2-fluorophenoxy)pyridine-3-carboxamide